BrC=1N=C(SC1)C1=CN(C2=NC=C(C=C21)Cl)S(=O)(=O)C2=CC=C(C)C=C2 4-bromo-2-(5-chloro-1-tosyl-1H-pyrrolo[2,3-b]pyridin-3-yl)thiazole